ClC1=CNC2=NC=C(C=C21)C=2C=C1N(N2)CCC12CCN(CC2)CC=2C=NN(C2)C 2'-(3-chloro-1H-pyrrolo[2,3-b]pyridin-5-yl)-1-[(1-methyl-1H-pyrazol-4-yl)methyl]-5',6'-dihydrospiro[piperidine-4,4'-pyrrolo[1,2-b]pyrazole]